(-)-di-p-toluoyl sulfide C1(=CC=C(C=C1)C(=O)SC(=O)C1=CC=C(C=C1)C)C